N-(4-((4-chloro-2-(N-methylmethanesulfonylamino)phenyl)amino)-2-methyl-3-oxo-2,3-dihydro-1H-pyrazolo[3,4-b]pyridin-6-yl)cyclopropanecarboxamide ClC1=CC(=C(C=C1)NC1=C2C(=NC(=C1)NC(=O)C1CC1)NN(C2=O)C)NS(=O)(=O)CC